2-butyl-5-{[2-(4-chlorophenyl)-1,3-oxazol-4-yl]methyl}-3-(2,6-dimethoxyphenyl)-6-hydroxy-3,4-dihydropyrimidin-4-one C(CCC)C1=NC(=C(C(N1C1=C(C=CC=C1OC)OC)=O)CC=1N=C(OC1)C1=CC=C(C=C1)Cl)O